(R)-2-(((1R,3S,5S)-8-oxabicyclo[3.2.1]Oct-3-yl)oxy)-2-(2-(difluoromethoxy)phenyl)acetic acid methyl ester COC([C@@H](C1=C(C=CC=C1)OC(F)F)OC1C[C@H]2CC[C@@H](C1)O2)=O